tert-butyl (2-(4-(6-chloro-4-methoxypyridin-3-yl)-1H-pyrazol-1-yl)ethyl)carbamate ClC1=CC(=C(C=N1)C=1C=NN(C1)CCNC(OC(C)(C)C)=O)OC